1,3-dimethyl-2-ethyl-imidazolinium phthalate C(C=1C(C(=O)[O-])=CC=CC1)(=O)[O-].C[NH+]1C(N(CC1)C)CC.C[NH+]1C(N(CC1)C)CC